methyl (2R)-3-allyl-4-hydroxypyrrolidine-2-carboxylate C(C=C)C1[C@@H](NCC1O)C(=O)OC